(R)-2-methyl-N1-(1-(2-(1-methyl-1H-pyrazol-4-yl)quinolin-4-yl)ethyl)-N4-((2-methylthiazol-4-yl)methyl)terephthalamide CC1=C(C(=O)N[C@H](C)C2=CC(=NC3=CC=CC=C23)C=2C=NN(C2)C)C=CC(=C1)C(=O)NCC=1N=C(SC1)C